silicon(IV) tetrachloride [Si](Cl)(Cl)(Cl)Cl